FC=1C(=CC=2CCC2C1)C=O 4-Fluorobicyclo[4.2.0]octa-1(6),2,4-triene-3-carbaldehyde